Naphthoate C=COC(=O)C1=CC=CC2=CC=CC=C21